(3-methylidenecyclobutyl)methanol C=C1CC(C1)CO